2''-(4-([1,1'-biphenyl]-3-yl)-6-phenyl-1,3,5-triazin-2-yl)-3'-chloro-[1,1':4',1''-terphenyl]-4-carbonitrile C1(=CC(=CC=C1)C1=NC(=NC(=N1)C1=CC=CC=C1)C1=C(C=CC=C1)C1=C(C=C(C=C1)C1=CC=C(C=C1)C#N)Cl)C1=CC=CC=C1